ClC1=NC=C(C(=N1)N1N=C(C=C1)C)C 1-(2-chloro-5-methylpyrimidin-4-yl)-3-methyl-1H-pyrazole